CC1=C(C=C(C=C1)C)C=1N=C(SC1)NC(C1=CC=C(C=C1)S(=O)(=O)N1CCCC1)=O N-(4-(2,5-dimethylphenyl)-1,3-thiazol-2-yl)-4-(pyrrolidin-1-ylsulfonyl)benzamide